5-(3-(2-amino-[1,2,4]triazolo[1,5-a]pyridin-7-yl)-2-fluoro-6-methylphenoxy)-3-fluoro-2-(4-fluorophenyl)pentan-2-ol NC1=NN2C(C=C(C=C2)C=2C(=C(OCCC(C(C)(O)C3=CC=C(C=C3)F)F)C(=CC2)C)F)=N1